CC1=C(C=CC=C1C(F)(F)F)C(C)=O 1-[2-methyl-3-(trifluoromethyl)phenyl]ethan-1-one